5-amino-3-(2-(4-(4-(azetidin-3-yloxy)phenyl)piperazin-1-yl)ethyl)-8-(furan-2-yl)thiazolo[5,4-e][1,2,4]triazolo[1,5-c]pyrimidin-2(3H)-one NC1=NC2=C(C=3N1N=C(N3)C=3OC=CC3)SC(N2CCN2CCN(CC2)C2=CC=C(C=C2)OC2CNC2)=O